C(#N)[C@H](CC1=CN=CN1)NC(=O)[C@H](CC(C)C)NC(=O)C=1NC2=CC=CC(=C2C1)OC N-[(1S)-1-[[(1S)-1-cyano-2-(1H-imidazol-5-yl)ethyl]carbamoyl]-3-methyl-butyl]-4-methoxy-1H-indole-2-carboxamide